C(C)(C)(C)OC(=O)N1CCC(CC1)C=1C=C2C(=C(NC2=CC1)C=1C=C(C(N(C1)C)=O)C(=O)OC)C(C)C methyl 5-(5-(1-(tert-butoxycarbonyl) piperidin-4-yl)-3-isopropyl-1H-indol-2-yl)-1-methyl-2-oxo-1,2-dihydropyridine-3-carboxylate